tert-butyl 7-oxo-2-azaspiro[4.4]nonane-2-carboxylate O=C1CC2(CCN(C2)C(=O)OC(C)(C)C)CC1